O1C(OCC1)C=1C=CC(=C(C1)C(C(F)(F)F)N(C(OC(C)(C)C)=O)CCN(CC)C1=NC=C(C=C1)C#N)F tert-butyl (1-(5-(1,3-dioxolan-2-yl)-2-fluorophenyl)-2,2,2-trifluoroethyl)(2-((5-cyanopyridin-2-yl)(ethyl)amino)ethyl)carbamate